[(3s)-1-(pyridin-3-yl)piperidin-3-yl]carbamate N1=CC(=CC=C1)N1C[C@H](CCC1)NC([O-])=O